FC(C1=CC=C(C=C1)[B-](C1=CC=C(C=C1)C(F)(F)F)(C1=CC=C(C=C1)C(F)(F)F)C1=CC=C(C=C1)C(F)(F)F)(F)F.C(CCC)[NH+](CCCC)CCCC tri(n-butyl)ammonium tetrakis[4-(trifluoromethyl)phenyl]borate